ClC=1C(NN=CC1N1CC=2N=CN=C(C2CC1)OC1=C(C(=CC=C1)F)CC)=O 4-Chloro-5-[4-(2-ethyl-3-fluorophenoxy)-5H,6H,7H,8H-pyrido[3,4-d]pyrimidin-7-yl]-2,3-dihydropyridazin-3-one